CN1C(O[C@@]2(C1)COCCN(C2)C2=CC=CC(=N2)C2=NC1=CC(=NC=C1C=C2)CNC(C2=CN=CC(=C2)S(=O)(=O)C)=O)=O (S)-N-((2-(6-(3-methyl-2-oxo-1,7-dioxa-3,10-diazaspiro[4.6]undecan-10-yl)pyridin-2-yl)-1,6-naphthyridin-7-yl)methyl)-5-(methylsulfonyl)nicotinamide